(E)-N-(4-((3-chloro-2-fluorophenyl)amino)-5-methoxyquinazolin-6-yl)-4-(isopropyl-(methyl)amino)but-2-enamide ClC=1C(=C(C=CC1)NC1=NC=NC2=CC=C(C(=C12)OC)NC(\C=C\CN(C)C(C)C)=O)F